D-galactose hydrochloride Cl.O=C[C@H](O)[C@@H](O)[C@@H](O)[C@H](O)CO